2,4-diaminoethylbenzene CCC1=C(C=C(C=C1)N)N